tert-butyl (S)-(4-(2-(4-(4-((2,6-dioxopiperidin-3-yl)carbamoyl)-3-fluorophenyl)piperazin-1-yl)ethyl)piperidin-1-yl)carbamate O=C1NC(CC[C@@H]1NC(=O)C1=C(C=C(C=C1)N1CCN(CC1)CCC1CCN(CC1)NC(OC(C)(C)C)=O)F)=O